ICS(C=O)CC S-ethyl O-(iodomethyl)thioformate